C(=C)C=1C(=NSC1C(=O)OC)C1=CC=CC=C1 METHYL 4-VINYL-3-PHENYLISOTHIAZOLE-5-CARBOXYLATE